1,2,3,6-O-tetranonoyl-sorbitol C(CCCCCCCC)(=O)C(O)[C@](O)([C@@](O)([C@H](O)[C@H](O)COC(CCCCCCCC)=O)C(CCCCCCCC)=O)C(CCCCCCCC)=O